C(C=C)(=O)ON=C(C1=CC=CC=C1)C1=CC=CC=C1 benzophenone-O-acryloyl oxime